NCCCC(=O)NC=1C=C(C=CC1O[Si](C)(C)C(C)(C)C)C[C@@H](CC(C(=O)OCC)C)NC(=O)OC(C)(C)C ethyl (4R)-5-(3-(4-aminobutanoylamino)-4-((tert-butyldimethylsilyl) oxy) phenyl)-4-((tert-butoxycarbonyl) amino)-2-methylpentanoate